O1CC(C1)CN1C=CC2=CC=C(C=C12)C=O (1-(oxetan-3-ylmethyl)-1H-indol-6-yl)methanone